NC1=C(CNC2CCC(CC2)C(=O)NC2=CC(=C(C=C2)C)OC)C(=CC=C1)C(F)(F)F (1s,4s)-4-(2-amino-6-(trifluoromethyl)benzylamino)-N-(3-methoxy-4-methylphenyl)cyclohexanecarboxamide